6-((S)-2-((3as,5S,6ar)-5-(2-fluorophenoxy)-3a-hydroxycyclopenta[c]pyrrol-2(1H)-yl)-1-hydroxyethyl)benzo[d]thiazol-2(3H)-one FC1=C(OC2=C[C@@]3(C(CN(C3)C[C@@H](O)C3=CC4=C(NC(S4)=O)C=C3)=C2)O)C=CC=C1